S1CCN2C1=NCCC2 2,3,6,7-tetrahydro-5H-thiazolo[3,2-a]pyrimidine